3-((3-(4-(2-(((1,3-dioxolan-2-yl)methyl)thio)phenoxy)-3-(trifluoromethyl)phenyl)-1,2,4-oxadiazol-5-yl)methyl)-5,5-dimethylimidazolidine-2,4-dione O1C(OCC1)CSC1=C(OC2=C(C=C(C=C2)C2=NOC(=N2)CN2C(NC(C2=O)(C)C)=O)C(F)(F)F)C=CC=C1